C(C)C1(CN=CC2=CC=C(C=C12)C1=NC(=NC=C1)NC1CCC(CC1)NCCOC)CC 4,4-Diethyl-6-(2-(((1r,4r)-4-((2-methoxyethyl)amino)cyclohexyl)amino)pyrimidin-4-yl)-3,4-Dihydroisoquinolin